OC=C1C(C=2C(=C(OC2CC12CCC2)C(=O)OCC)C(F)(F)F)=O ethyl 5-(hydroxymethylidene)-4-oxo-3-(trifluoromethyl)-4,7-dihydro-5H-spiro[[1]benzofuran-6,1'-cyclobutane]-2-carboxylate